ClC1=CC(=C(C=C1)N1N=NC(=C1COS(=O)(=O)C)C(=O)OC)C(C1=C(C=CC=C1)F)=O Methyl 1-[4-chloro-2-(2-fluorobenzoyl)phenyl]-5-[(methanesulfonyl oxy)methyl]-1H-1,2,3-triazole-4-carboxylate